2-(2-hydroxy-prop-2-yl)thiazole-5-sulfinamide OC(C)(C)C=1SC(=CN1)S(=O)N